tert-Butyl N-[5-(piperidin-3-yloxy)pentyl]carbamate N1CC(CCC1)OCCCCCNC(OC(C)(C)C)=O